[N+](=O)([O-])C=1C=CC2=C(O[C@H](CO2)CN2C[C@H](CCC2)C=2C=C(C=CC2)O)C1 3-[(R)-1-((S)-7-nitro-2,3-dihydrobenzo[1,4]dioxin-2-ylmethyl)-piperidin-3-yl]-phenol